(S)-4-(2-amino-1-((methylsulfonyl)oxy)-2-oxoethyl)phenyl methanesulfonate CS(=O)(=O)OC1=CC=C(C=C1)[C@@H](C(=O)N)OS(=O)(=O)C